C(C)(=O)C1=CC=C(C=C1)CNC(CCOCCOCCOCCOCCOCCOCCOCCOCCNC(=O)[C@@]1(CC\C=C\[C@@H](CC1)O)O)=O N-[(4-Acetylphenyl)methyl]-1-{[(1S,4E,6R)-1,6-dihydroxycyclooct-4-en-1-yl]formamido}-3,6,9,12,15,18,21,24-octaoxaheptacosan-27-amide